N1N=NN=C1CC1[C@@H]2CN(C[C@H]12)C(=O)OC(C)(C)C tert-Butyl (1R,5S,6s)-6-(1H-tetrazol-5-ylmethyl)-3-azabicyclo[3.1.0]hexane-3-carboxylate